C1(=CC=CC=C1)C1=C(C(=CC(=C1)N)C1=CC=CC=C1)N phenylbiphenyl-2,5-diamine